(S)-7-((5-amino-4-chloro-6-oxopyrimidin-1(6H)-yl)methyl)-4-(cyclopropylethynyl)-4-(trifluoromethyl)-3,4-dihydroquinazolin-2(1H)-one NC1=C(N=CN(C1=O)CC1=CC=C2[C@](NC(NC2=C1)=O)(C(F)(F)F)C#CC1CC1)Cl